C(C)N1CCCCCC1 N-ethyl-hexamethyleneimine